iso-propenyl acetate C(C)(=O)OC(=C)C